2-(4-(((1r,3r)-3-((3-cyanophenyl)sulfonamido)cyclobutyl)amino)-1H-pyrrolo[2,3-b]pyridin-5-yl)-N-methylthiazole-4-carboxamide C(#N)C=1C=C(C=CC1)S(=O)(=O)NC1CC(C1)NC1=C2C(=NC=C1C=1SC=C(N1)C(=O)NC)NC=C2